1-phenylpropane-1,3-diol C1(=CC=CC=C1)C(CCO)O